OC1CN(CC1)CC#CC1=CC2=C(OC[C@@H](C(N2C)=O)NC(C(=O)NCCC2=CC=CC=C2)=O)C=C1 N1-((3S)-7-(3-(3-hydroxypyrrolidin-1-yl)prop-1-yn-1-yl)-5-methyl-4-oxo-2,3,4,5-tetrahydrobenzo[b][1,4]oxazepin-3-yl)-N2-phenethyloxalamide